3-((4-methylpiperazin-1-yl)methyl)benzyl (1-hydroxy-7-methyl-1,3-dihydrobenzo[c][1,2]oxaborole-6-carbonyl)-L-valinate OB1OCC2=C1C(=C(C=C2)C(=O)N[C@@H](C(C)C)C(=O)OCC2=CC(=CC=C2)CN2CCN(CC2)C)C